CN1C=C(C2=CC=CC=C12)C=O methyl-1H-indole-3-carbaldehyde